C(C)(=O)C1=CN(C2=CC=C(C=C12)C(=O)N=[N+]=[N-])CC(=O)N(C(C)C)CC(=O)NCC1=C(C(=CC=C1)Cl)F 3-acetyl-1-(2-((2-((3-chloro-2-fluorobenzyl)amino)-2-oxoethyl)(isopropyl)amino)-2-oxoethyl)-1H-indole-5-carbonyl azide